((4-tert-butyl)phenyl)(triethylsilyl)methanone C(C)(C)(C)C1=CC=C(C=C1)C(=O)[Si](CC)(CC)CC